tert-butyl (2S,3R,6R)-2,6-dimethyl-3-(((6-(trifluoromethyl)pyrazin-2-yl)amino)methyl)morpholine-4-carboxylate C[C@H]1[C@H](N(C[C@H](O1)C)C(=O)OC(C)(C)C)CNC1=NC(=CN=C1)C(F)(F)F